3-methoxyphenoxy-nitrobenzene-3,4,5,6-d4 COC=1C=C(OC2=C(C(=C(C(=C2[2H])[2H])[2H])[2H])[N+](=O)[O-])C=CC1